COC([C@H](C)NP(=O)(CCC)OC1=CC(=CC(=C1C1=CC(=CC=C1)C)OP(=O)(CCC)N[C@@H](C)C(=O)OC)CCCCC)=O methyl (((6-(((((S)-1-methoxy-1-oxopropan-2-yl)amino)(propyl)phosphoryl)oxy)-3'-methyl-4-pentyl-[1,1'-biphenyl]-2-yl)oxy)(propyl)phosphoryl)-L-alaninate